ClC1=CC(=CC(=N1)O[C@@H](CO)C)I (R)-2-((6-chloro-4-iodopyridin-2-yl)oxy)propan-1-ol